CC(C)NC(O[C@H]1C[C@H](CC1)C1=CC(=NN1)NC(CC1=C(C=CC(=C1)OC)S(=O)(=O)C)=O)=O (1R,3S)-3-[3-({[5-methoxy-2-(methylsulfonyl) phenyl]acetyl} amino)-1H-pyrazol-5-yl]cyclopentyl propan-2-ylcarbamate